1-(3-Chlorophenyl)-N-(4-(3-(oxazol-5-ylmethyl)ureido)phenyl)methanesulfonamide ClC=1C=C(C=CC1)CS(=O)(=O)NC1=CC=C(C=C1)NC(=O)NCC1=CN=CO1